(2R,3S,5R)-5-(4-amino-2-chloro-7H-pyrrolo[2,3-d]pyrimidin-7-yl)-2-ethynyl-2-(hydroxymethyl)tetrahydrofuran-3-ol NC=1C2=C(N=C(N1)Cl)N(C=C2)[C@H]2C[C@@H]([C@](O2)(CO)C#C)O